6H-pyrazolo[3,4-c]pyridine-3,6-dicarboxylic acid N1=NC(=C2C1=CN(C=C2)C(=O)O)C(=O)O